2-(N-Benzylformamido)-4-methylpentanoic Acid C(C1=CC=CC=C1)N(C=O)C(C(=O)O)CC(C)C